tert-butyl (3R,5R)-3-azido-5-hydroxypiperidine-1-carboxylate N(=[N+]=[N-])[C@H]1CN(C[C@@H](C1)O)C(=O)OC(C)(C)C